CC1=C(C=C(C=C1)C)C1=NN(C=C1)C1=NC(=NC(=C1)N1CCOCC1)[C@H](CO)OC (R)-2-(4-(3-(2,5-dimethylphenyl)-1H-pyrazol-1-yl)-6-morpholinopyrimidin-2-yl)-2-methoxyethan-1-ol